C(C1=CC=CC=C1)OC1=NNC(=C1)C=O 3-(benzyloxy)-1H-pyrazole-5-carbaldehyde